C(C)(C)(C)OC(=O)N1[C@@H](CN(CC1)C=1C(=CC=2N=CN=C(C2N1)NC1=C(C=C(C(=C1)C)OC1=CC=2N(C=C1)N=CN2)F)Br)CO (2S)-4-{7-bromo-4-[(2-fluoro-5-methyl-4-{[1,2,4]triazolo[1,5-a]pyridin-7-yloxy}phenyl)amino]pyrido[3,2-d]pyrimidin-6-yl}-2-(hydroxymethyl)piperazine-1-carboxylic acid tert-butyl ester